(S)-6-(1-methyl-2-oxo-1,2-dihydropyridin-4-yl)-4-azaspiro[2.4]heptane-4-carboxylic acid tert-butyl ester C(C)(C)(C)OC(=O)N1C2(CC2)C[C@H](C1)C1=CC(N(C=C1)C)=O